(R)-3-(tert-butyl)-N-(1-(2-methyl-4-(6-((5-(piperazin-1-yl)pyridin-2-yl)amino)pyrimidin-4-yl)phenyl)ethyl)-1,2,4-oxadiazole-5-carboxamide C(C)(C)(C)C1=NOC(=N1)C(=O)N[C@H](C)C1=C(C=C(C=C1)C1=NC=NC(=C1)NC1=NC=C(C=C1)N1CCNCC1)C